6-[3-(9,10-diphenyl-2-anthryl)phenyl]benzo[b]naphtho[1,2-d]furan C1(=CC=CC=C1)C=1C2=CC=CC=C2C(=C2C=CC(=CC12)C=1C=C(C=CC1)C1=CC=2C=CC=CC2C=2C3=C(OC21)C=CC=C3)C3=CC=CC=C3